[C@H](C)(CC)[C@@H]1N(C(C2=C(NC1=O)C=CC=C2)CO)C(=O)N (3S)-3-((S)-sec-butyl)-5-(hydroxymethyl)-2-oxo-1,2,3,5-tetrahydro-4H-benzo[e][1,4]diazepine-4-carboxamide